BrC=1C=NC(=NC1)OC1CCC1 5-bromo-2-(cyclobutyloxy)pyrimidine